5-phenyl-2-(2,2,2-trifluoroethylsulfanyl)-6,7-dihydro-5H-pyrrolo[1,2-b][1,2,4]triazol C1(=CC=CC=C1)C1CCC=2N1N=C(N2)SCC(F)(F)F